1-(4-hydroxytetrahydrofuran-2-yl)-1,2-ethylene glycol OC1CC(OC1)C(CO)O